C(C)C1=C(C=CC=C1)C1=NCC2=NN=C(N2C=2SC=3CC(CC3C12)C(=O)N1CCOCC1)C 9-(2-ethylphenyl)-3-methyl-13-(morpholine-4-carbonyl)-16-thia-2,4,5,8-tetraazatetracyclo[8.6.0.02,6.011,15]-hexadeca-1(10),3,5,8,11(15)-pentaene